C(C)O[Si](C=1C=C(C=CC1)C(=C)C1=CC=CC=C1)(OCC)OCC 1-[3-(triethoxysilyl)phenyl]-1-phenylethene